(3-(2,4-Dioxotetrahydropyrimidin-1(2H)-yl)-2-methylquinolin-6-yl)methyl (3-(tert-butyl)isoxazol-5-yl)carbamate C(C)(C)(C)C1=NOC(=C1)NC(OCC=1C=C2C=C(C(=NC2=CC1)C)N1C(NC(CC1)=O)=O)=O